FC(OC1=[N+](C=C(C=C1)C1=NN(C(C=C1)=O)CC(=O)NCC)[O-])F 2-(difluoromethoxy)-5-(1-(2-(ethylamino)-2-oxoethyl)-6-oxo-1,6-dihydropyridazin-3-yl)pyridine 1-oxide